benzyl (3-((4-fluorophenyl)ethynyl)-4-(pyridin-4-yl)phenyl)carbamate FC1=CC=C(C=C1)C#CC=1C=C(C=CC1C1=CC=NC=C1)NC(OCC1=CC=CC=C1)=O